ethyl 1-(4-methylphenylethyl)-1H-pyrazole-4-carboxylate CC1=CC=C(C=C1)CCN1N=CC(=C1)C(=O)OCC